C(C)(=O)C1=C(C=C(C=C1)Cl)C1=CC(N(C=C1OC)C(C(=O)O)CC1=NN(C=C1)C1CC1)=O 2-(4-(2-acetyl-5-chlorophenyl)-5-methoxy-2-oxopyridin-1(2H)-yl)-3-(1-cyclopropyl-1H-pyrazol-3-yl)propionic acid